[2-(3,4-epoxycyclohexyl)ethyl](ethoxy)dimethylsilane C1(CC2C(CC1)O2)CC[Si](C)(C)OCC